2-amino-1-(4-(4-((3-(1-(2,2-difluoroethyl)-3-(trifluoromethyl)-1H-pyrazol-4-yl)imidazo[1,2-a]pyrazin-8-yl)amino)-2-fluorobenzoyl)piperazin-1-yl)ethan-1-one NCC(=O)N1CCN(CC1)C(C1=C(C=C(C=C1)NC=1C=2N(C=CN1)C(=CN2)C=2C(=NN(C2)CC(F)F)C(F)(F)F)F)=O